2-benzyloxy-2-[[4-(tert-butoxycarbonylamino)-4-methyl-pentoxy]methyl]-3,3,3-trifluoro-propanoic acid C(C1=CC=CC=C1)OC(C(=O)O)(C(F)(F)F)COCCCC(C)(C)NC(=O)OC(C)(C)C